(5-bromopyridin-2-yl)(4-fluorophenyl)methanone BrC=1C=CC(=NC1)C(=O)C1=CC=C(C=C1)F